3-amino-N-(2-(1-methyl-1H-1,2,4-triazol-5-yl)ethyl)-2-oxo-1-(4-phenyl-3,4-dihydro-2H-benzo[b][1,4]oxazin-6-yl)-1,2-dihydrothieno[2,3-b]pyrazine-6-carboxamide NC=1C(N(C2=C(N1)SC(=C2)C(=O)NCCC2=NC=NN2C)C2=CC1=C(OCCN1C1=CC=CC=C1)C=C2)=O